O=C1NC(CCC1N1C(C2=CC=CC(=C2C1=O)N1CCC(CC1)OCCC(=O)NC)=O)=O 3-((1-(2-(2,6-dioxopiperidin-3-yl)-1,3-dioxoisoindol-4-yl)piperidin-4-yl)oxy)-N-methylpropanamide